(+)-cephalotaxine COC1=C[C@@]23CCCN2CCC4=CC5=C(C=C4[C@@H]3[C@@H]1O)OCO5